1-(6-amino-4-meth-ylpyridin-3-yl)-6-chloro-7-((2-meth-oxyethyl)(methyl)-amino)-4-oxo-1,4-dihydroquinoline-3-carboxylic acid NC1=CC(=C(C=N1)N1C=C(C(C2=CC(=C(C=C12)N(C)CCOC)Cl)=O)C(=O)O)C